CC=1NC(=C(C(C1C(=O)OC(C)C)C1=CC(=CC=C1)[N+](=O)[O-])C(=O)OCCOC)C isopropyl (2-methoxyethyl) 1,4-dihydro-2,6-dimethyl-4-(3-nitrophenyl)-3,5-pyridine-dicarboxylate